P(=O)(OC[N+]1=C(C(=CC=C1)C1=CC(=NO1)CC1=CC=C(C=C1)CN1N=CC(=C1)F)N)(O)[O-] (2-amino-3-(3-(4-((4-fluoro-1H-pyrazol-1-yl)methyl)benzyl)isoxazol-5-yl)pyridin-1-ium-1-yl)methyl hydrogen phosphate